C1CN(CCC12COCC#CCOC2)C(=O)OC(C)(C)C tert-butyl 8,13-dioxa-3-azaspiro[5.8]tetradec-10-yne-3-carboxylate